4-(4-(oxetan-3-ylsulfonyl)piperidin-1-yl)pyridin-3-amine O1CC(C1)S(=O)(=O)C1CCN(CC1)C1=C(C=NC=C1)N